C(C)OC(=O)C=1C(C=C2N(C(CC3=CC(=C(C=C23)OC)C2=CN=C(S2)OCCOC)C(C)(C)C)C1)=O 6-tert-butyl-10-methoxy-9-[2-(2-methoxyethoxy)thiazol-5-yl]-2-oxo-6,7-dihydro-2H-pyrido[2,1-a]isoquinoline-3-carboxylic acid ethyl ester